C[Si]1(CCC(CC1)NC(=O)C=1NC2=CC(=CC(=C2C1)OC(C)C)F)C N-(1,1-dimethylsilinan-4-yl)-6-fluoro-4-isopropoxy-1H-indole-2-carboxamide